(2-bromophenyl)-3-thienyl ketone BrC1=C(C=CC=C1)C(=O)C1=CSC=C1